[Na].C(C)[Si](O[Si](C)(C)C)(O[Si](C)(C)C)C 3-ethyl-1,1,1,3,5,5,5-heptamethyl-trisiloxane sodium